C(=C)N1C=C(C2=CC=CC=C12)C=O 1-Vinyl-1H-indole-3-carbaldehyde